di(4-tert-butylphenyl) ether C(C)(C)(C)C1=CC=C(C=C1)OC1=CC=C(C=C1)C(C)(C)C